N-(5-((5-chloropyridin-2-yl)methoxy)-1,3,4-thiadiazol-2-yl)-5'-methoxy-2',6-dimethyl-[4,4'-bipyridine]-3-carboxamide ClC=1C=CC(=NC1)COC1=NN=C(S1)NC(=O)C=1C=NC(=CC1C1=CC(=NC=C1OC)C)C